The molecule is a limonoid that is the 30-acetyl derivative of trichagmalin F. It has been isolated from Trichilia connaroides. It has a role as a plant metabolite. It is a delta-lactone, a bridged compound, a member of furans, a limonoid, an organic heteropentacyclic compound and a methyl ester. It derives from a trichagmalin F, a 2-hydroxyisobutyric acid and a tiglic acid. C/C=C(\\C)/C(=O)O[C@H]1[C@]2(C[C@@]3([C@]1([C@H](C4=C5[C@H](C(=O)O[C@H]([C@@]5(CC[C@@H]4[C@@]3([C@H]2CC(=O)OC)C)C)C6=COC=C6)OC(=O)C(C)(C)O)OC(=O)C)O)O)C